5-(5-Methyl-1,4,5,6-tetrahydropyridin-2-yl)benzo[c][1,2,5]thiadiazole CC1CC=C(NC1)C1=CC=2C(=NSN2)C=C1